(R)-4-(1-(4-Ethylphenyl)-3-(3-(methylamino)piperidin-1-carbonyl)-1H-pyrazol-5-yl)benzonitril C(C)C1=CC=C(C=C1)N1N=C(C=C1C1=CC=C(C#N)C=C1)C(=O)N1C[C@@H](CCC1)NC